3-((hexyl-3,3-d2)oxy)-4-(1-(methyl-d3)-1,2,5,6-tetrahydropyridin-3-yl)-1,2,5-thiadiazole C(CC(CCC)([2H])[2H])OC1=NSN=C1C=1CN(CCC1)C([2H])([2H])[2H]